C1(C=CC=C1)C(=CC(=O)[O-])C1C=CC=C1 Dicyclopentadienylacrylat